C(CCC)C1=CC=C(C=C1)C=1[CH-]C=CC1.[CH-]1C=CC=C1.[Fe+2] 2-[4-n-butylphenyl]ferrocene